CN(CCOC=1C=CC(=C(C(=O)N[C@H](C)C2=CC(=NC3=CC=CC=C23)C=2C=NN(C2)CC(=O)O)C1)C)C (R)-2-(4-(4-(1-(5-(2-(dimethylamino)ethoxy)-2-methyl-benzamido)ethyl)quinolin-2-yl)-1H-pyrazol-1-yl)acetic acid